[K+].S(=O)(=O)(O)C=1C=C(C=C(C(=O)[O-])C1)C(=O)[O-].[K+] 5-sulfoisophthalate potassium salt